dicyclohexylphosphino-2,2-dimethoxybiphenyl C1(CCCCC1)P(C1CCCCC1)C1C(C(=CC=C1)C1=CC=CC=C1)(OC)OC